tert-butyl N-[2-(3-amino-5-fluoro-phenyl)ethyl]carbamate NC=1C=C(C=C(C1)F)CCNC(OC(C)(C)C)=O